C(CC)OC([C@@H](F)ON1[C@@H]2C=C([C@H](N(C1=O)C2)C(N)=O)C)=O (2R)-2-[[(2S,5R)-2-carbamoyl-3-methyl-7-oxo-1,6-diazabicyclo[3.2.1]oct-3-en-6-yl]oxy]-2-fluoroacetic acid propyl ester